N-(1-(4-aminobenzyl)-1H-pyrazol-4-yl)-5-chloro-4-(difluoromethoxy)pyrimidin-2-amine NC1=CC=C(CN2N=CC(=C2)NC2=NC=C(C(=N2)OC(F)F)Cl)C=C1